imidazoline dipropionate C(CC)(=O)O.C(CC)(=O)O.N1C=NCC1